3-(TRIFLUOROMETHYL)BUTYRALDEHYDE FC(C(CC=O)C)(F)F